ClC1=NC(=C2N=CN(C2=N1)C1=CC(=CC=C1)Cl)Cl 2,6-dichloro-9-(3-chlorophenyl)-9H-purine